C(#N)C1(CC1)C=1C=CC=2N(C1)N=C(C2S(=O)(=O)CC)NCC2=NC=C(C=C2C(=O)OCC)C(F)(F)F ethyl 2-[[[6-(1-cyanocyclopropyl)-3-ethylsulfonyl-pyrazolo[1,5-a]pyridin-2-yl]amino]methyl]-5-(trifluoromethyl)pyridine-3-carboxylate